COC1=CC=C(C=C1)CNC[C@@H](C)O (2R)-1-{[(4-methoxyphenyl)methyl]amino}propan-2-ol